O[C@@H]1[C@@H]2CNC[C@H](C1)N2C(=O)OC(C)(C)C tert-butyl (1S,5S,6S)-6-hydroxy-3,8-diazabicyclo[3.2.1]octane-8-carboxylate